COC(=O)C=1C(=NNC1)C=1C=NN(C1)C 3-(1-Methyl-1H-pyrazol-4-yl)-1H-pyrazole-4-carboxylic acid methyl ester